2-(5-fluoroisoindolin-2-yl)pyrimidine-4-carboxamidine hydrochloride Cl.FC=1C=C2CN(CC2=CC1)C1=NC=CC(=N1)C(=N)N